phenyloxyacetic acid (Phenyl glyoxylate) C1(=CC=CC=C1)C(C(=O)O)=O.C1(=CC=CC=C1)OCC(=O)O